N-(4-((1r,5s)-8-azabicyclo[3.2.1]oct-8-yl)phenyl)-3-fluoro-5-formyl-4-hydroxybenzoamide [C@@H]12CCC[C@@H](CC1)N2C2=CC=C(C=C2)NC(C2=CC(=C(C(=C2)C=O)O)F)=O